3-((4-bromophenyl)difluoromethyl)azetidine-1-carboxylic acid tert-butyl ester C(C)(C)(C)OC(=O)N1CC(C1)C(F)(F)C1=CC=C(C=C1)Br